11-oxo-N-phenethyl-10,11-dihydrodibenzo[b,f][1,4]thiazepine-8-sulfonamide O=C1NC2=C(SC3=C1C=CC=C3)C=CC(=C2)S(=O)(=O)NCCC2=CC=CC=C2